[4-(methoxymethyl)-1H-1,2,3-triazol-1-yl]acetic acid COCC=1N=NN(C1)CC(=O)O